6-(3-Fluoro-5-isobutoxyphenyl)-N-(4-hydroxyphenyl)sulfonyl-2-[(4S)-2,2,4-trimethylpyrrolidin-1-yl]pyridin-3-carboxamid FC=1C=C(C=C(C1)OCC(C)C)C1=CC=C(C(=N1)N1C(C[C@@H](C1)C)(C)C)C(=O)NS(=O)(=O)C1=CC=C(C=C1)O